N-((S)-2-((4-(imidazo[1,2-a]pyridin-5-yl)phenyl)amino)-1-((1r,4S)-4-methylcyclohexyl)-2-oxoethyl)-1-methyl-1H-pyrazole-5-carboxamide N=1C=CN2C1C=CC=C2C2=CC=C(C=C2)NC([C@H](C2CCC(CC2)C)NC(=O)C2=CC=NN2C)=O